Azacarbazol N1=CC=CC=2C3=CC=CC=C3NC12